ClC=1C=C2N=CC(=NC2=CC1)C1OC1C=1OC(=CC1)[N+](=O)[O-] 6-chloro-2-(3-(5-nitrofuran-2-yl)oxiran-2-yl)quinoxaline